ClC1=CC=C(C=2CN(C(C12)=O)C1C(NC(CC1)=O)=O)C(=O)N 7-chloro-2-(2,6-dioxopiperidin-3-yl)-1-oxoisoindoline-4-carboxamide